C1=C(C=CC2=CC=CC=C12)C(=O)N[C@@H](C(=O)N1[C@@H](C[C@@H](C1)N1N=NC=C1C(C)(C)O)C(=O)N[C@@]1(CCOCCC1)C(C(=O)N)=O)CC1CCCCC1 (2S,4S)-1-((R)-2-(2-naphthoylamino)-3-cyclohexylpropionyl)-N-((S)-4-(2-amino-2-oxoacetyl)oxepan-4-yl)-4-(5-(2-hydroxypropan-2-yl)-1H-1,2,3-triazol-1-yl)pyrrolidine-2-carboxamide